COC1=C(C(=O)O)C=CC(=C1)C#CC1=C(C=CC=C1)NS(=O)(=O)C=1C(=CC=C2C=CC=NC12)C 2-methoxy-4-{2-[2-(7-methylquinoline-8-sulfonamido)phenyl]ethynyl}benzoic acid